2-[methyl[(nonafluorobutyl)sulfonyl]amino]ethyl acrylate C(C=C)(=O)OCCN(S(=O)(=O)C(C(C(C(F)(F)F)(F)F)(F)F)(F)F)C